FC1=NC(=C2N=CN(C2=N1)C1OCCCCC1)NCC1=C(C(=CC=C1)O)O 2-fluoro-6-[(2,3-dihydroxybenzyl)amino]-9-(oxepan-2-yl)-9H-purine